(1s,9s)-9-ethyl-5-fluoro-1-amino-9-hydroxy-4-methyl-10,13-dioxo-2,3,9,10,13,15-hexahydro-1h,12h-benzo[de]pyrano[3',4':6,7]indolizino[1,2-b]quinoline C(C)[C@]1(C(OCC=2C(N3CC=4C(=NC=5C=C(C(=C6C5C4[C@H](CC6)N)C)F)C3=CC21)=O)=O)O